(2S,3S)-2-hydroxytridecane-1,2,3-tricarboxylic acid O[C@@](CC(=O)O)([C@H](CCCCCCCCCC)C(=O)O)C(=O)O